5-chloro-1H-pyrrolo[3,2-b]Pyridine-7-carboxylic acid methyl ester COC(=O)C1=C2C(=NC(=C1)Cl)C=CN2